NCCN1N=C2N(C(N(CC2=C1)C1CCN(CC1)C1=C(C=CC=C1C)F)=O)CC1=C(C=CC=C1)C(F)(F)F 2-(2-amino-ethyl)-5-[1-(2-fluoro-6-methyl-phenyl)-piperidin-4-yl]-7-(2-trifluoromethyl-benzyl)-2,4,5,7-tetrahydro-pyrazolo[3,4-d]pyrimidin-6-one